4-(1-(3-fluoro-4-trifluoromethylbenzyl)-2-methyl-1H-imidazo[4,5-b]piperazin-6-yl)-6-methyl-1H-pyrrolo[2,3-c]pyridin-7(6H)-one FC=1C=C(CN2C(=NC3=C2NC(CN3)C=3C2=C(C(N(C3)C)=O)NC=C2)C)C=CC1C(F)(F)F